5-chloro-7-[4-(difluoromethyl)-2-fluoro-phenyl]-N,N-dimethyl-thiazolo[4,5-d]pyrimidin-2-amine ClC=1N=C(C2=C(N1)N=C(S2)N(C)C)C2=C(C=C(C=C2)C(F)F)F